CCCCCCCCC(CCCCCCCC)OC(CCCCCN(CCCCCCC(=O)OCCCCCCCCCCC)CCO)=O Undecyl 7-((6-(heptadecan-9-yloxy)-6-oxohexyl)(2-hydroxyethyl)amino)-heptanoate